NC1=C(C=NC(=C1F)Cl)C=O 4-amino-6-chloro-5-fluoropyridine-3-carbaldehyde